(R)-4-[3-(4-amino-2-methyl-pyrido[3,2-d]pyrimidin-6-yl)phenyl]-2-pyrazin-2-yl-but-3-yn-2-ol NC=1C2=C(N=C(N1)C)C=CC(=N2)C=2C=C(C=CC2)C#C[C@@](C)(O)C2=NC=CN=C2